4-(2-oxo-1-pyrrolidinyl)phenylboronic acid pinacol ester O=C1N(CCC1)C1=CC=C(C=C1)B1OC(C)(C)C(C)(C)O1